4-((R)-2-methylpiperazin-1-yl)-2-(((S)-1-methylpyrrolidin-2-yl)methoxy)quinazoline C[C@H]1N(CCNC1)C1=NC(=NC2=CC=CC=C12)OC[C@H]1N(CCC1)C